FC=1C=C(C=C(C1)F)[C@@H]1CC=NN1C(=O)N1CC(C1)OC1=CC(=NC=C1F)C1=NN(C(=C1C)C#N)C (S)-3-(4-((1-(5-(3,5-difluorophenyl)-4,5-dihydro-1H-pyrazole-1-carbonyl)azetidin-3-yl)oxy)-5-fluoropyridin-2-yl)-1,4-dimethyl-1H-pyrazole-5-carbonitrile